COC1=CC=C(C=C1)CNCC1=CC=C(C=C1)OC bis[(4-methoxyphenyl)methyl]amine